CC(=O)CC1=CC2=C(C=C1)OCO2 4-methylenedioxyphenyl-2-propanone